(E)-1-(4-methoxyphenyl)-3-(6-(thiophen-3-yl)pyridin-2-yl)prop-2-en-1-one COC1=CC=C(C=C1)C(\C=C\C1=NC(=CC=C1)C1=CSC=C1)=O